2-(3-(6-(trifluoromethyl)-2,3-dihydro-4H-benzo[b][1,4]thiazin-4-yl)propyl)isoindolin-1-one (1s,2r,5r)-tert-butyl-2-(hydroxymethyl)-3-azabicyclo[3.1.0]hexane-3-carboxylate C(C)(C)(C)OC(=O)N1[C@H]([C@H]2C[C@H]2C1)CO.FC(C1=CC2=C(SCCN2CCCN2C(C3=CC=CC=C3C2)=O)C=C1)(F)F